4-(4-amino-7-bromo-1-methyl-2-{2-methyl-4-[(2-methylacrylamino)]phenyl}pyrrolo[3,2-c]pyridin-3-yl)-2-methoxy-N-(2,2,2-trifluoroethyl)benzamide NC1=NC=C(C2=C1C(=C(N2C)C2=C(C=C(C=C2)NC(=O)C(=C)C)C)C2=CC(=C(C(=O)NCC(F)(F)F)C=C2)OC)Br